(R)-5-formyl-2-(3-(4-((3-((3-hydroxypyrrolidin-1-yl)methyl)-1,7-naphthyridin-8-yl)amino)-3-methylpyridin-2-yl)-2-methylphenyl)benzo[d]Oxazole-7-nitrile C(=O)C=1C=C(C2=C(N=C(O2)C2=C(C(=CC=C2)C2=NC=CC(=C2C)NC=2N=CC=C3C=C(C=NC23)CN2C[C@@H](CC2)O)C)C1)C#N